OC1=C([13C](=O)O)C(=CC(=C1C)O)C 2,4-dihydroxy-3,6-dimethylbenzoic acid-13C